C1=CC=CC=2C3=CC=CC=C3C(C12)COC(=O)N(C(C(=O)O)CC=1C=NC=C(C1)Cl)C 2-((((9H-Fluoren-9-yl)methoxy)carbonyl)(methyl)amino)-3-(5-chloropyridin-3-yl)propanoic acid